C1(=CC=CC=C1)C1=CC(=NN1)C1=CC=CC=C1 diphenyl-diazole